ONC(C1=CC(=C(C=C1)Cl)Cl)=O N-hydroxy-3,4-dichlorobenzamide